5-(2-(3-((4-fluorobenzyl)oxy)phenyl)-1H-pyrrolo[2,3-b]pyridin-4-yl)-1H-indazol-3-amine FC1=CC=C(COC=2C=C(C=CC2)C2=CC=3C(=NC=CC3C=3C=C4C(=NNC4=CC3)N)N2)C=C1